4-butyl-hydroxytoluene C(CCC)C1=CC=C(CO)C=C1